C(C)(C)(C)C1=CC=C(C(=O)NC(NC2=CC=C(C=C2)N2N=C(N=C2)C)=S)C=C1 4-(tert-butyl)-N-((4-(3-methyl-1H-1,2,4-triazol-1-yl)phenyl)thiocarbamoyl)benzamide